6-bromo-1-(oxetan-3-yl)-1,3-dihydro-2H-imidazo[4,5-b]pyridin-2-one BrC=1C=C2C(=NC1)NC(N2C2COC2)=O